N-[4-(1-imino-1-oxo-1,4-thiazinan-4-yl)phenyl]-5-methyl-4-(6-methyl-1H-indol-3-yl)pyrimidin-2-amine N=S1(CCN(CC1)C1=CC=C(C=C1)NC1=NC=C(C(=N1)C1=CNC2=CC(=CC=C12)C)C)=O